3,4,5-trifluoro-2-nitraminobiphenyl FC=1C(=C(C=C(C1F)F)C1=CC=CC=C1)N[N+](=O)[O-]